[15NH2][C@@H](CC1=CC=CC=C1)C(=O)O [15N]-phenylalanine